N-methyl-N-(4-oxocyclohexyl)carbamic acid tert-butyl ester C(C)(C)(C)OC(N(C1CCC(CC1)=O)C)=O